9,9-bis(3-chloro-4-aminophenyl)fluorene ClC=1C=C(C=CC1N)C1(C2=CC=CC=C2C=2C=CC=CC12)C1=CC(=C(C=C1)N)Cl